(2R,3R,4S,5R,6R)-6-((5-(tert-butyl)isoxazol-3-yl)methyl)-4-(4-(2,3-difluorophenyl)-1H-1,2,3-triazol-1-yl)-2-(hydroxymethyl)-5-methoxytetrahydro-2H-pyran-3-ol C(C)(C)(C)C1=CC(=NO1)C[C@@H]1[C@@H]([C@H]([C@H]([C@H](O1)CO)O)N1N=NC(=C1)C1=C(C(=CC=C1)F)F)OC